The molecule is a 6-oxo monocarboxylic acid and a 2-hydroxy monocarboxylic acid. It derives from a sorbic acid. It is a conjugate acid of a 2-hydroxy-6-(2-hydroxyphenoxy)-6-oxo-cis,cis-hexa-2,4-dienoate. C1=CC=C(C(=C1)O)OC(=O)/C=C\\C=C(/C(=O)O)\\O